C(C)(C)(C)OC(NCCN(C(C)C1=C(C(=CC=C1)Cl)F)C12CC(C1)C2)=O N-[2-[1-bicyclo[1.1.1]pentyl-[1-(3-chloro-2-fluorophenyl)ethyl]amino]ethyl]carbamic acid tert-butyl ester